4-chloro-3-iodo-1-[(4-methoxyphenyl)methyl]pyrazolo[4,3-c]pyridine ClC1=NC=CC2=C1C(=NN2CC2=CC=C(C=C2)OC)I